C(C)(C)N(C(=O)NC(C(=O)O)CCN(CCCCC1=NC=2NCCCC2C=C1)CCOC(C)C)C(C)C 2-(diisopropylcarbamoylamino)-4-[2-isopropoxyethyl-[4-(5,6,7,8-tetrahydro-1,8-naphthyridin-2-yl)butyl]amino]butanoic acid